(S)-4-(5-(3-((4-bromo-2-((S)-3-carboxybutanoyl)-6-methoxybenzo[b]thiophen-5-yl)oxy)propoxy)-4-chloro-6-methoxybenzo[b]thiophen-2-yl)-2-methyl-4-oxobutanoic acid BrC1=C(C(=CC=2SC(=CC21)C(C[C@H](C)C(=O)O)=O)OC)OCCCOC2=C(C1=C(SC(=C1)C(C[C@@H](C(=O)O)C)=O)C=C2OC)Cl